FC(C(F)(F)F)(F)N1N=CC=C1C(=O)N (perfluoroethyl)-1H-pyrazole-5-carboxamide